L-2,6-di-t-butyl-p-cresol C(C)(C)(C)C1=CC(=CC(=C1O)C(C)(C)C)C